7-((2S,5R)-4-((4-chlorophenyl)((S)-2,2-difluorocyclopropyl)methyl)-2,5-dimethylpiperazin-1-yl)-5-hydrazineyl-3-(((S)-tetrahydrofuran-2-yl)methyl)-3H-imidazo[4,5-b]pyridine ClC1=CC=C(C=C1)C(N1C[C@@H](N(C[C@H]1C)C1=C2C(=NC(=C1)NN)N(C=N2)C[C@H]2OCCC2)C)[C@H]2C(C2)(F)F